(R/S)-2-(5-(2-hydroxypropan-2-yl)isoindolin-2-yl)-4-((tetrahydro-2H-pyran-4-yl)amino)-6,7-dihydrothieno[3,2-d]pyrimidine 5-oxide OC(C)(C)C=1C=C2CN(CC2=CC1)C=1N=C(C2=C(N1)CC[S@]2=O)NC2CCOCC2 |r|